(3S,5S)-3-{[8-carbamoyl-6-(1-cyclopropyl-1H-pyrazol-4-yl)pyrido[3,2-d]pyrimidin-4-yl]amino}-5-fluoropiperidine-1-carboxylic acid tert-butyl ester C(C)(C)(C)OC(=O)N1C[C@H](C[C@@H](C1)F)NC=1C2=C(N=CN1)C(=CC(=N2)C=2C=NN(C2)C2CC2)C(N)=O